FC=1C=C(C=C(C1OC1=CC=NC2=CC(=C(C=C12)OC)OCCCN1CCOCC1)F)NC(=O)C=1C=NC=CC1OCC N-(3,5-difluoro-4-((6-methoxy-7-(3-morpholinopropoxy)quinolin-4-yl)oxy)phenyl)-4-ethoxypyridine-3-carboxamide